3-fluorotetrahydro-2H-pyran-3-carboxylic acid FC1(COCCC1)C(=O)O